3,3-difluoro-4-oxopyrrolidine-1-carboxylic acid tert-butyl ester C(C)(C)(C)OC(=O)N1CC(C(C1)=O)(F)F